(S)-1-(3-(3-Hydroxycyclobutyl)-1-(6-(3-methoxytetrahydrofuran-3-yl)-4-methylpyridin-2-yl)-1H-pyrazolo[4,3-c]pyridin-6-yl)-3-(4-methoxybenzyl)urea OC1CC(C1)C1=NN(C2=C1C=NC(=C2)NC(=O)NCC2=CC=C(C=C2)OC)C2=NC(=CC(=C2)C)[C@@]2(COCC2)OC